C(C)(C)(CCC)O tertiary hexyl alcohol